N-(1-(piperazin-2-yl)ethyl)methanesulfonamide N1C(CNCC1)C(C)NS(=O)(=O)C